C(#N)CC[C@@H](C1=CC(=CC=C1)OC(F)(F)F)NC(OC(C)(C)C)=O tert-butyl (s)-(3-cyano-1-(3-(trifluoromethoxy)phenyl)propyl)carbamate